(1aR,6aR)-5-(2-((1-(1H-1,2,3-triazol-4-yl)cyclopropyl)amino)-2-oxoacetyl)-N-(3,4-difluorophenyl)-4-methyl-1,1a,6,6a-tetrahydrocyclopropa[b]pyrrolizine-3-carboxamide N1N=NC(=C1)C1(CC1)NC(C(=O)C=1C(=C(N2[C@H]3[C@@H](CC12)C3)C(=O)NC3=CC(=C(C=C3)F)F)C)=O